(S)-4-fluoro-N-(1-oxo-3-phenyl-1-(4-(N-(tetrahydro-2H-pyran-4-yl)sulfamoyl)phenylamino)propan-2-yl)benzamide FC1=CC=C(C(=O)N[C@H](C(NC2=CC=C(C=C2)S(NC2CCOCC2)(=O)=O)=O)CC2=CC=CC=C2)C=C1